3-methyltetrahydro-1H-pyrrolizin CC1CCC2=CCCN12